C(=O)O.OCC1CC(C1)(C1=NN=CN1C)C=1C=C(C=CC1)N1C(C2=CC(=CC(=C2C1)C(F)(F)F)CNC1(CCC1)C)=O 2-(3-((1s,3s)-3-(hydroxymethyl)-1-(4-methyl-4H-1,2,4-triazol-3-yl)cyclobutyl)phenyl)-6-(((1-methylcyclobutyl)amino)methyl)-4-(trifluoromethyl)isoindolin-1-one formate